(R,S)-tert-butyl ((8-bromoisochroman-4-yl)methyl)carbamate BrC=1C=CC=C2[C@@H](COCC12)CNC(OC(C)(C)C)=O